2,4,8-trichloroquinazoline ClC1=NC2=C(C=CC=C2C(=N1)Cl)Cl